ClC1(NC=C(C=C1)COC(F)F)/C(=C/C(=O)N[C@@H](CCCNC(N)=N)C(=O)O)/C(=O)O 2-chloro-5-((difluoromethoxy)methyl)pyridinemaleyl-L-arginine